4-{5-[(5-hydroxypyridin-2-yl)methoxy]-2,3-dihydro-1H-isoindol-2-yl}pyridine-3-carbonitrile OC=1C=CC(=NC1)COC=1C=C2CN(CC2=CC1)C1=C(C=NC=C1)C#N